COC=1C=C(C=CC1OC)C1=NC2=C(N1C)C=C(C=C2C)C2CC1CCC(C2)N1C1CCN(CC1)C(C)C 2-(3,4-Dimethoxyphenyl)-6-(8-(1-isopropylpiperidin-4-yl)-8-azabicyclo[3.2.1]oct-3-yl)-1,4-dimethyl-1H-benzo[d]imidazole